C(C)C(C(=O)[O-])CCCC.C(C)C(C(=O)[O-])CCCC.C(C)C(C(=O)[O-])CCCC.[Al+3] aluminum tri(2-ethylhexanoate)